Tert-butyl 3-(5-(4,4,5,5-tetramethyl-1,3,2-dioxaborolan-2-yl) pyridin-2-yl)-3,6-diazabicyclo[3.1.1]heptan-6-carboxylate CC1(OB(OC1(C)C)C=1C=CC(=NC1)N1CC2N(C(C1)C2)C(=O)OC(C)(C)C)C